(S)-3-cyano-5-methyl-caproic acid C(#N)[C@H](CC(=O)O)CC(C)C